C(C)(C)(C)OC(=O)N1CC2=CC(=CC=C2CC1)C=C(C(=O)N(C1CCOCC1)CC)C#N 7-(2-cyano-3-(ethyl-(tetrahydro-2H-pyran-4-yl)amino)-3-oxoprop-1-en-1-yl)-3,4-dihydroisoquinoline-2(1H)-carboxylic acid tert-butyl ester